C1(=CC=CC=C1)C=1SC=C(N1)CNC(CCCCCCCCC)=O N-[(2-phenyl-1,3-thiazol-4-yl)methyl]decanamide